Cl.N[C@H](C(=O)NC1C(N(C=CC=C1C1=CC=CC=C1)C)=O)C (S)-2-Amino-N-(1-methyl-2-oxo-4-phenyl-2,3-dihydro-1H-azepin-3-yl)propionamide hydrochloride